5-(2-cyanobenzoyl)amino-3-(1,4,5,6,7,8,9-heptahydroquinolizin-2-yl)-1H-indole C(#N)C1=C(C(=O)NC=2C=C3C(=CNC3=CC2)C=2CC3CCCCN3CC2)C=CC=C1